C(C)OP(=O)(OCC)CC=1N=CC2=CC=C(C=C2C1)C(=O)O 3-((diethoxyphosphoryl)methyl)isoquinoline-6-carboxylic Acid